ClC1=C(COCC(=C)O[N+]2=CC=C(C=C2)C)C=CC=C1 1-((3-((2-chlorobenzyl)oxy)prop-1-en-2-yl)oxy)-4-methylpyridin-1-ium